CN(CCC[Si]C)C N,N-dimethyl-gamma-aminopropyl-methyl-silicon